C1(CC1)CCC1=C(C=CC=C1)N1C(SCC1=O)=N 3-(2-(2-Cyclopropylethyl)phenyl)-2-iminothiazolidin-4-one